ClC=1N=C(C2=C(N1)C=CN2S(=O)(=O)C2=CC=C(C)C=C2)N2CCCC2 2-chloro-4-(pyrrolidin-1-yl)-5-tosyl-5H-pyrrolo[3,2-d]pyrimidine